O1CCN(CC1)CCN1C2=CC=C(C=C2SC=2C=C(C=CC12)N)N 10-(2-morpholinoethyl)-10H-phenothiazine-3,7-diamine